C(C)C(C(=O)[O-])CCCC.C(C)C(C(=O)[O-])CCCC.[Bi+3] Bismuth (III) 2-ethylhexanoate 2-ethylhexanoate